CC=1C(=NC(=NC1)NC1=CC=NN1C)C=1N=C(OC1)C(=O)OCC ethyl 4-(5-methyl-2-((1-methyl-1H-pyrazol-5-yl)amino)pyrimidin-4-yl)oxazole-2-carboxylate